CO[C@H]1N(CC[C@@]23CC[C@@H](C[C@H]12)O3)C(=O)OCC=C |&1:2| rac-allyl (4aS,7S,8aS)-1-methoxyoctahydro-2H-4a,7-epoxyisoquinoline-2-carboxylate